FC1=CC=C(C=C1)[C@H](C(=O)N1CCN(CC1)C1=CC=C(C=N1)C=1C=2N(C=C(C1)OCC(C)(C)O)N=CC2C#N)O (R)-4-(6-(4-(2-(4-fluorophenyl)-2-hydroxyacetyl)piperazin-1-yl)pyridin-3-yl)-6-(2-hydroxy-2-methylpropoxy)pyrazolo[1,5-a]pyridine-3-carbonitrile